2-(((S)-1-(((S)-1,1-bis(3-methylphenyl)propan-2-yl)amino)-1-oxopropan-2-yl)carbamoyl)-4-methoxypyridin-3-yl isobutyl carbonate C(OC=1C(=NC=CC1OC)C(N[C@H](C(=O)N[C@H](C(C1=CC(=CC=C1)C)C1=CC(=CC=C1)C)C)C)=O)(OCC(C)C)=O